3-(2-(vinylsulfonyl)ethoxy)prop-1-yne C(=C)S(=O)(=O)CCOCC#C